5-chloro-6-[(4S)-7-chloro-1,4-dimethyl-8-(trifluoromethyl)-4H-imidazo[1,2-a][1,4]benzodiazepine-6-Yl]pyridin-2-ol ClC=1C=CC(=NC1C1=N[C@H](C=2N(C3=C1C(=C(C=C3)C(F)(F)F)Cl)C(=CN2)C)C)O